ClC1=C(N(C(C2=C(C=CC=C12)C#N)=O)C1=CC=CC=C1)[C@H](C)NC=1C2=C(N=CN1)NC=CC2=O (S)-4-chloro-1-oxo-3-(1-((5-oxo-5,8-dihydropyrido[2,3-d]pyrimidin-4-yl)amino)ethyl)-2-phenyl-1,2-dihydroisoquinoline-8-carbonitrile